NC1=NC=CC2=C1C(=NN2[C@H]2C[C@@H](N(C2)C(C=C)=O)COC)C#CC2=CC1=C(N(C=N1)CC)C=C2F 1-[(2R,4S)-4-[4-Amino-3-[2-(1-ethyl-6-fluoro-1,3-benzodiazol-5-yl)ethynyl]pyrazolo[4,3-c]pyridin-1-yl]-2-(methoxymethyl)pyrrolidin-1-yl]prop-2-en-1-one